(R)-ethyl 2-acetoxy-3-(5-((tert-butyldimethylsilyl)oxy)-2-((2-(3-(((2R,3R,4S,5S,6S)-3,4,5,6-tetramethoxytetrahydro-2H-pyran-2-yl)methoxy)phenyl)pyrimidin-4-yl)methoxy)phenyl)propanoate C(C)(=O)O[C@@H](C(=O)OCC)CC1=C(C=CC(=C1)O[Si](C)(C)C(C)(C)C)OCC1=NC(=NC=C1)C1=CC(=CC=C1)OC[C@H]1O[C@@H]([C@H]([C@H]([C@@H]1OC)OC)OC)OC